S1C(=NC2=C1C=CC=C2)CNC(=O)[C@H]2N(C[C@@H](C2)F)C(CN2N=C(C1=CC(=CC=C21)C2=CN=NC=C2)C(=O)N)=O 1-(2-((2S,4R)-2-(benzo[d]thiazol-2-ylmethylcarbamoyl)-4-fluoropyrrolidin-1-yl)-2-oxoethyl)-5-(pyridazin-4-yl)-1H-indazole-3-carboxamide